C=C1C[C@H]2[C@@H]3CC[C@H](C(C)=O)[C@]3(CC[C@@H]2[C@]2(CCC(C=C12)=O)C)C 6-methylene-4-pregnene-3,20-dione